disodium 1,4-cyclohexanedicarboxylate C1(CCC(CC1)C(=O)[O-])C(=O)[O-].[Na+].[Na+]